FC=1C(=NC(=NC1)NC=1C(=NN(C1)C)OC)C1=CNC2=C(C=CC=C12)NC(=O)[C@@H]1N(CCC1)[C@H]1CN(CC1)C (2R,3'R)-N-(3-(5-fluoro-2-((3-methoxy-1-meth-yl-1H-pyrazol-4-yl)amino)pyrimidin-4-yl)-1H-indol-7-yl)-1'-methyl-[1,3'-bipyrrolidine]-2-carboxamide